[Mn].[Sn].[Li] lithium-tin-manganese